(benzoyloxy)methyl 4-((4'-(piperidin-1-yl)-[1,1'-biphenyl]-4-yl)thio)-1H-1,2,3-triazole-5-carboxylate N1(CCCCC1)C1=CC=C(C=C1)C1=CC=C(C=C1)SC=1N=NNC1C(=O)OCOC(C1=CC=CC=C1)=O